3-amino-2-bromo-6-fluoro-4-(trifluoromethyl)benzoic acid methyl ester COC(C1=C(C(=C(C=C1F)C(F)(F)F)N)Br)=O